BrC1=CC=C(C=N1)C=1C=NC(=CC1)Br 6,6'-dibromo-[3,3']-bipyridine